Pyridoxine 5-phosphate CC1=NC=C(C(=C1O)CO)COP(=O)(O)O